ClC1=CC(=C(C(=C1)F)N1C[C@H]([C@](CC1)(O)COC1=C(C=C(C=C1)F)CC(=O)O)O)F 2-[2-[[(3R,4R)-1-(4-chloro-2,6-difluorophenyl)-3,4-dihydroxypiperidin-4-yl]methoxy]-5-fluorophenyl]acetic acid